1-{[5-(3-Chlorophenyl)-6-ethoxypyridin-3-yl]methyl}-1H-pyrazole ClC=1C=C(C=CC1)C=1C=C(C=NC1OCC)CN1N=CC=C1